2-(1-(tert-Butoxycarbonyl)piperidin-4-yl)-6-isopropyl-4H-thieno[3,2-b]pyrrole-4,5-dicarboxylic acid 4-(tert-butyl) 5-methyl ester COC(=O)C1=C(C2=C(N1C(=O)OC(C)(C)C)C=C(S2)C2CCN(CC2)C(=O)OC(C)(C)C)C(C)C